N(=O)O.F[B-](F)(F)F.[H+] tetrafluoroboric acid nitrite salt